C1(=CC=CC=C1)C1=NSC(=C1C(=C)C)C(=O)OC METHYL 3-PHENYL-4-(PROP-1-EN-2-YL)-1,2-THIAZOLE-5-CARBOXYLATE